N-(3-sulfopropyl)-ammonium S(=O)(=O)(O)CCC[NH3+]